4-((R)-2-((S)-3-(3-aminophenyl)-3-methyl-2-(methylamino)butyramido)-N,3,3-trimethylbutyramido)-2,5-dimethylhex-2-enoic acid ethyl ester C(C)OC(C(=CC(C(C)C)N(C([C@@H](C(C)(C)C)NC([C@H](C(C)(C)C1=CC(=CC=C1)N)NC)=O)=O)C)C)=O